C(C)N1C=C(C=2C(N(C=CC21)CC(=O)N2CC(CC2)F)=O)C2=CC(=C(C=C2)F)C(F)(F)F 1-Ethyl-5-[2-(3-fluoro-pyrrolidin-1-yl)-2-oxo-ethyl]-3-(4-fluoro-3-trifluoromethyl-phenyl)-1,5-dihydro-pyrrolo[3,2-c]pyridin-4-one